(R)-4-(tert-butoxy)-4-oxo-2-(3-(trifluoromethoxy)-benzyl)butanoic acid C(C)(C)(C)OC(C[C@H](C(=O)O)CC1=CC(=CC=C1)OC(F)(F)F)=O